NC1=NC=2C=C(C(=CC2C2=C1COC2)C(=O)N(CC=2N=NC(=CC2)C(F)(F)F)C)F 4-amino-7-fluoro-N-methyl-N-((6-(trifluoromethyl)-3-pyridazinyl)methyl)-1,3-dihydrofuro[3,4-c]quinoline-8-carboxamide